The molecule is a fluorotelomer that is dec-2-enoic acid substituted by fluoro groups at positions 3, 4, 4, 5, 5, 6, 6, 7, 7, 8, 8, 9, 9, 10, 10 and 10 respectively. It has a role as a xenobiotic and a persistent organic pollutant. It is an alpha,beta-unsaturated monocarboxylic acid and a fluorotelomer. C(=C(/C(C(C(C(C(C(C(F)(F)F)(F)F)(F)F)(F)F)(F)F)(F)F)(F)F)\\F)\\C(=O)O